BrC1=CC(=C(C(=O)NC)C=C1OCOC)F 4-bromo-2-fluoro-5-(methoxymethoxy)-N-methylbenzamide